C(C1=CC=CC=C1)OC=1C=C2C(=C(N(C2=CC1)C1=CC(=C(C=C1)F)C)C1CCOCC1)C1CC(C1)(C(=O)OC(C)C)COC isopropyl 3-(5-(benzyloxy)-1-(4-fluoro-3-methylphenyl)-2-(tetrahydro-2H-pyran-4-yl)-1H-indol-3-yl)-1-(methoxymethyl)cyclobutane-1-carboxylate